6-(((1H-pyrazol-3-yl)methyl)amino)-5-bromonicotinate N1N=C(C=C1)CNC1=NC=C(C(=O)[O-])C=C1Br